tert-butyl (1R,5S)-3-(7-chloro-6-fluoro-2-(((2R,7aS)-2-fluorotetrahydro-1H-pyrrolizin-7a(5H)-yl)methoxy)pyrido[2,3-d]pyrimidin-4-yl)-3,8-diazabicyclo[3.2.1]octane-8-carboxylate ClC=1C(=CC2=C(N=C(N=C2N2C[C@H]3CC[C@@H](C2)N3C(=O)OC(C)(C)C)OC[C@]32CCCN2C[C@@H](C3)F)N1)F